Isopropyl 2-((((4aR,6R,7R,7aR)-7-acetoxy-6-(4-aminopyrrolo[2,1-f][1,2,4]triazin-7-yl)-6-cyano-2-oxidotetrahydro-4H-furo[3,2-d][1,3,2]dioxaphosphinin-2-yl)oxy)methyl)benzoate C(C)(=O)O[C@H]1[C@](O[C@H]2[C@H]1OP(OC2)(=O)OCC2=C(C(=O)OC(C)C)C=CC=C2)(C#N)C2=CC=C1C(=NC=NN12)N